1,3,5-tri(trimethylsilylethynyl)benzene C[Si](C)(C)C#CC1=CC(=CC(=C1)C#C[Si](C)(C)C)C#C[Si](C)(C)C